C(CCC)C=1NC2=C(C=NC=3C=C(C=CC23)C(=O)O)N1 2-butyl-1H-imidazo[4,5-c]Quinoline-7-carboxylic acid